FC=1C=CC2=C(C3=C(CO2)C=C(S3)C3=NC(=NC=C3)S(=O)(=O)C)C1 4-(8-fluoro-4H-thieno[3,2-c][1]benzopyran-2-yl)-2-(methylsulfonyl)-pyrimidine